(+/-)-N-(3-(4-(2-amino-6-methylpyrimidin-4-yl)-1,4-oxazepan-3-yl)-4-chlorophenyl)-2,2-difluoroacetamide NC1=NC(=CC(=N1)N1[C@@H](COCCC1)C=1C=C(C=CC1Cl)NC(C(F)F)=O)C |r|